2-methyl-5-((3-methylbenzyl)oxy)benzofuran-3-carboxylic acid CC=1OC2=C(C1C(=O)O)C=C(C=C2)OCC2=CC(=CC=C2)C